OCC1CC(CC(C1)CO)CO cis,cis-1,3,5-tris(hydroxymethyl)cyclohexane